CN1C=2C=C3C(=CC2C(C=2C=CC=CC12)=O)N(C1=CC=CC=C1C3=O)C 5,12-dimethylquino(2,3-b)acridine-7,14(5h,12h)-dione